N-[(1S)-1-cyclopentyl-2-[4-(3,5-dimethylimidazol-4-yl)anilino]-2-oxo-ethyl]-2-methyl-pyrazole-3-carboxamide C1(CCCC1)[C@@H](C(=O)NC1=CC=C(C=C1)C=1N(C=NC1C)C)NC(=O)C=1N(N=CC1)C